C(C(C)C)N1N=NC=2C=CC=3C=NC(=NC3C21)NC2=NC=C(C=C2)N2CCNCC2 1-Isobutyl-N-(5-(piperazin-1-yl)pyridin-2-yl)-1H-[1,2,3]triazolo[4,5-h]quinazolin-8-amine